NC1=CC=CC(=N1)S(=O)(=O)NC(=O)C=1C(=NC(=CC1)C1=CC(=CC(=C1)OCC(C)(C)O)F)OC1=C(C=CC=C1C)C N-[(6-Amino-2-pyridyl)sulfonyl]-2-(2,6-dimethylphenoxy)-6-[3-fluoro-5-(2-hydroxy-2-methyl-propoxy)phenyl]pyridin-3-carboxamid